ClC1=C(C(=CC=C1)Cl)C=1C(C2=C(N=C(N=C2)NC=2C=C3CC(CC3=CC2)N2CCN(CC2)C)N(C1)C)=O 6-(2,6-dichlorophenyl)-8-methyl-2-{[2-(4-methylpiperazin-1-yl)-2,3-dihydro-1H-inden-5-yl]amino}pyrido[2,3-d]pyrimidin-5(8H)-one